triethoxy-3-(2-imidazoline-1-yl)propylsilane C(C)O[Si](CCCN1C=NCC1)(OCC)OCC